C(CCCCCCCCC(=O)OC1CC(N(C(C1)(C)C)C)(C)C)(=O)OC1CC(N(C(C1)(C)C)C)(C)C bis(1,2,2,6,6-pentamethylpiperidin-4-yl) sebacate